9-(pyridin-4-yl)-9H-carbazole-3,6-dicarboxylic acid N1=CC=C(C=C1)N1C2=CC=C(C=C2C=2C=C(C=CC12)C(=O)O)C(=O)O